ClC1=NC=CC(=C1)C(F)F 2-chloro-4-(difluoromethyl)pyridine